imidazo[1,2-b]pyridazine-6-carboxamide N=1C=CN2N=C(C=CC21)C(=O)N